C1=C(C=CC=2OC3=C(C21)C=CC=C3)[C@@H](C)NC=3C(N(C=C(N3)C)CC(=O)O)=O (R)-2-(3-((1-(dibenzo[b,d]furan-2-yl)ethyl)amino)-5-methyl-2-oxopyrazin-1(2H)-yl)acetic acid